butoxy-7-(3-(pyrrolidin-1-ylmethyl)benzyl)imidazo[2,1-f][1,2,4]triazin-4-amine C(CCC)OC1=NN2C(C(=N1)N)=NC=C2CC2=CC(=CC=C2)CN2CCCC2